BrC1=CC=C(C=C1)C1=C(C(=NN1C)NC(CC(C)(C)C)=O)C1CCC1 N-(5-(4-bromophenyl)-4-cyclobutyl-1-methyl-1H-pyrazol-3-yl)-3,3-dimethylbutanamide